C(#N)C1=CC(=NC=C1)N1C=C(C2=C1N=CN=C2N2C[C@H](N(C[C@@H]2C2CC2)C(=O)OC(C)(C)C)C)C2=CC=CC=C2 tert-butyl (2R,5S)-4-(7-(4-cyanopyridin-2-yl)-5-phenyl-7H-pyrrolo[2,3-d]pyrimidin-4-yl)-5-cyclopropyl-2-methylpiperazine-1-carboxylate